O.O.O.O.B(O)(O)O boric acid, tetrahydrate